N[C@@]1(CN(CC1)C1=C(C=NC=C1C1=CC(=CC(=C1)F)F)C(=O)NCC1(CCC1)F)C 4-[(3S)-3-amino-3-methylpyrrolidin-1-yl]-5-(3,5-difluorophenyl)-N-[(1-fluorocyclobutyl)methyl]pyridine-3-carboxamide